FC1(CCN(CC1)C1=NC(=CC=2N1C=CN2)NC(C2=C(C=C(C=C2)NS(=O)(=O)CCO)N2CCC1(CC1)CC2)=O)F N-(5-(4,4-Difluoropiperidin-1-yl)imidazo[1,2-c]pyrimidin-7-yl)-4-((2-hydroxyethyl)sulfonamido)-2-(6-azaspiro[2.5]octan-6-yl)benzamide